tert-butyl (3S)-3-[[4-[2-(4-amino-2,3-difluoro-phenoxy)-3-pyridyl]pyrimidin-2-yl]amino]piperidine-1-carboxylate NC1=C(C(=C(OC2=NC=CC=C2C2=NC(=NC=C2)N[C@@H]2CN(CCC2)C(=O)OC(C)(C)C)C=C1)F)F